2-(((benzyloxy)carbonyl)amino)-3-((tert-butoxycarbonyl)amino)propanoate C(C1=CC=CC=C1)OC(=O)NC(C(=O)[O-])CNC(=O)OC(C)(C)C